1-[6-chloro-3-[(2S,4R)-4-fluorotetrahydrofuran-2-yl]-2-pyridyl]-5-methyl-pyrazole-3-carbonitrile ClC1=CC=C(C(=N1)N1N=C(C=C1C)C#N)[C@H]1OC[C@@H](C1)F